tert-Butyl (3-hydroxy-3-(3-(1-(trifluoromethyl)cyclopropyl)phenyl)cyclobutyl)(methyl)carbamate OC1(CC(C1)N(C(OC(C)(C)C)=O)C)C1=CC(=CC=C1)C1(CC1)C(F)(F)F